(6-bromobenzo[d]isoxazol-3-yl)(1-methyl-1H-pyrazol-3-yl)methanone BrC1=CC2=C(C(=NO2)C(=O)C2=NN(C=C2)C)C=C1